O=C1N(CCN2[C@@H]1CN(CC2)C#N)C2=NC=C(C=C2)C2=CC=CC=C2 (R)-9-oxo-8-(5-phenylpyridin-2-yl)octahydro-2H-pyrazino[1,2-a]pyrazine-2-carbonitrile